FC(C=1C=CC(=NC1)CNC=O)(F)F [5-(trifluoromethyl)(2-pyridyl)methyl]formamide